N-{4-[3-(2,4-Difluorophenyl)-5-methyl-4-oxo-4,5,6,7-tetrahydro-1H-pyrrolo[3,2-c]pyridin-2-yl]pyridin-2-yl}-4,4-difluoro-2-(4-fluorophenyl)butanamid FC1=C(C=CC(=C1)F)C1=C(NC2=C1C(N(CC2)C)=O)C2=CC(=NC=C2)NC(C(CC(F)F)C2=CC=C(C=C2)F)=O